OC(C(=O)O)CC=O 2-hydroxy-4-oxobutanoic acid